4-[5-(difluoromethyl)-2-[2-ethyl-4-[(4-methoxyphenyl)-methoxy]-5-methyl-pyrazol-3-yl]oxazol-4-yl]-N-[(2,4-dimethoxyphenyl)-methyl]-1-methyl-pyrazolo[4,3-c]pyridine-6-carboxamide FC(C1=C(N=C(O1)C=1N(N=C(C1OCC1=CC=C(C=C1)OC)C)CC)C1=NC(=CC2=C1C=NN2C)C(=O)NCC2=C(C=C(C=C2)OC)OC)F